CN(CCC=1C(=CC(N(C1)C(C(=O)OCC)CC(C)C)=O)C(F)(F)F)C Ethyl 2-(5-(2-(dimethylamino) ethyl)-2-oxo-4-(trifluoromethyl) pyridin-1(2H)-yl)-4-methylpentanoate